CS(=O)(=O)C1=CC(=C(C=C1)NCC#CC=1N(C2=CC=C(C(=C2C1)NC1CCN(CC1)CC(COC)O)OC)CC(F)(F)F)OC 1-{4-[(2-{3-[(4-methanesulfonyl-2-methoxyphenyl)amino]prop-1-yn-1-yl}-5-methoxy-1-(2,2,2-trifluoroethyl)-1H-indol-4-yl)amino]piperidin-1-yl}-3-methoxypropan-2-ol